2,3',5'-trifluoro-4-bromobiphenyl FC1=C(C=CC(=C1)Br)C1=CC(=CC(=C1)F)F